2,4-difluoro-4'-[(1-{[4-(propan-2-yl)phenyl]carbamoyl}-D-prolyl)amino][1,1'-biphenyl]-3-carboxylic acid FC1=C(C=CC(=C1C(=O)O)F)C1=CC=C(C=C1)NC([C@@H]1N(CCC1)C(NC1=CC=C(C=C1)C(C)C)=O)=O